2-(1,3-dioxolan-2-yl)-7-(5-fluoro-2-(((3S,4R)-3-hydroxytetrahydro-2H-pyran-4-yl)amino)pyrimidin-4-yl)-1-isopropylquinolin-4(1H)-one O1C(OCC1)C=1N(C2=CC(=CC=C2C(C1)=O)C1=NC(=NC=C1F)N[C@H]1[C@@H](COCC1)O)C(C)C